ClC1=CC=C(C(=N1)C1=CC(=C(C=C1)OS(=O)(=O)C(F)(F)F)C=O)NC(C)C=1C=C(C=C2C(C(=C(OC12)N1CCN(CC1)C(=O)OC(C)(C)C)C)=O)C tert-butyl 4-[8-[1-[[6-chloro-2-[3-formyl-4-(trifluoromethylsulfonyloxy) phenyl]-3-pyridyl]amino]ethyl]-3,6-dimethyl-4-oxo-chromen-2-yl]piperazine-1-carboxylate